(S)-4-isopropyl-2-(2-pyridyl)oxazoline tert-butyl-3-(4-cyclopropyl-6-methoxypyrimidin-5-yl)-1-(methyl-d3)-1,4,6,7-tetrahydro-5H-pyrazolo[4,3-c]pyridine-5-carboxylate C(C)(C)(C)OC(=O)N1CC2=C(CC1)N(N=C2C=2C(=NC=NC2OC)C2CC2)C([2H])([2H])[2H].C(C)(C)[C@@H]2N=C(OC2)C2=NC=CC=C2